2,5-dimethyl-4-((1-(4-fluorophenyl)-1H-pyrazol-3-yl)oxy)aniline 2-(2-(2-(4-(2,6-dioxopiperidin-3-yl)phenoxy)ethoxy)ethoxy)ethyl-4-methylbenzenesulfonate O=C1NC(CCC1C1=CC=C(OCCOCCOCCOS(=O)(=O)C2=CC=C(C=C2)C)C=C1)=O.CC1=C(N)C=C(C(=C1)OC1=NN(C=C1)C1=CC=C(C=C1)F)C